(cyclooctadienyl)cobalt (I) C1(=CC=CCCCC1)[Co]